C=C(CO)CCO 2-methylenebutane-1,4-diol